BrC1=C2C(=NC=C1)C=CN2 7-bromo-1H-pyrrolo[3,2-b]pyridine